C12COCC(N1C=1SC3=C(N1)C=CC(=C3C(=O)NC=3C=NC(=CC3C(NC3=CC(=C(C=C3)F)F)=O)OC)OC)C2 2-(3-Oxa-6-azabicyclo[3.1.1]heptan-6-yl)-N-(4-((3,4-difluorophenyl)carbamoyl)-6-methoxypyridin-3-yl)-6-methoxybenzo[d]thiazole-7-carboxamide